O=C1NC(CCC1N1C(C2=CC=C(C=C2C1=O)N1CCC2(CC1)CCC(CC2)CC=O)=O)=O 2-(3-(2-(2,6-dioxopiperidin-3-yl)-1,3-dioxoisoindolin-5-yl)-3-azaspiro[5.5]undec-9-yl)acetaldehyde